CNC(=O)NC=1C=C2CC[C@]3(C(N(C(O3)=O)CC(=O)N3[C@@H](CCC3)C3=CC(=NN3)C)=O)C2=CC1 1-methyl-3-((R)-3'-(2-((S)-2-(3-methyl-1H-pyrazol-5-yl)pyrrolidin-1-yl)-2-oxoethyl)-2',4'-dioxo-2,3-dihydrospiro[indene-1,5'-oxazolidine]-5-yl)urea